N,N-dimethyl-1-2-nonylhenicosa-12,15-dien-1-amine CN(C(CCCCCCCCCCC=CCC=CCCCCC)C(C)CCCCCCC)C